tert-butyl (3-(2-fluoro-4-methylphenoxy)benzoyl)glycinate FC1=C(OC=2C=C(C(=O)NCC(=O)OC(C)(C)C)C=CC2)C=CC(=C1)C